tert-butyl (S)-((1-((6-chlorobenzo[d][1,3]dioxol-4-yl)methyl)pyrrolidin-3-yl)methyl)carbamate ClC=1C=C(C2=C(OCO2)C1)CN1C[C@@H](CC1)CNC(OC(C)(C)C)=O